2-[4,6-bis(dimethylphenyl)-1,3,5-triazin-2-yl]-5-{3-[(2-ethylhexyl)oxy]-2-hydroxypropoxy}-phenol CC=1C(=C(C=CC1)C1=NC(=NC(=N1)C1=C(C(=CC=C1)C)C)C1=C(C=C(C=C1)OCC(COCC(CCCC)CC)O)O)C